NC1=CC=CC(=N1)S(=O)(=O)NC(=O)C=1C(=NC(=CC1)C1=C(C=CC(=C1)OCC)F)OC1=C(C=C(C=C1C)C)C N-[(6-Amino-2-pyridyl)sulfonyl]-6-(5-ethoxy-2-fluorophenyl)-2-(2,4,6-trimethylphenoxy)pyridin-3-carboxamid